CC1(NC(CC(C1)/C(=C(/C(=O)[O-])\C1CC(NC(C1)(C)C)(C)C)/C(=O)[O-])(C)C)C bis(2,2,6,6-tetramethyl-4-piperidyl)maleate